BrC1=C(C(=CC=C1)C(F)(F)F)F 1-Bromo-2-fluoro-3-(trifluoromethyl)benzene